1,3,5-triisobutylbenzamide C(C(C)C)C1(C(=O)N)CC(=CC(=C1)CC(C)C)CC(C)C